1-((1S,4S)-5-(4-((3-chloro-4-(cyclopropylmethoxy)-2-fluorophenyl)amino)-7-fluoropyrido[3,2-d]pyrimidin-6-yl)-2,5-diazabicyclo[2.2.1]heptan-2-yl)prop-2-en-1-one ClC=1C(=C(C=CC1OCC1CC1)NC=1C2=C(N=CN1)C=C(C(=N2)N2[C@@H]1CN([C@H](C2)C1)C(C=C)=O)F)F